CC1=CC=CC(=N1)C1=C(N=CN1)C=1C=C2C=C(C=NC2=CC1)C1=CC=CC(=N1)C(=O)O 6-[6-[5-(6-methyl-2-pyridyl)-1H-imidazol-4-yl]-3-quinolyl]pyridine-2-carboxylic acid